FC1=C(C=C(C=C1C[C@@H]1N(CC2(CC2)[C@@H]1NS(=O)(=O)C(F)F)C(=O)NCC1(CC1)F)F)C1=CC=CC=C1 (6S,7S)-6-((2,5-difluoro-[1,1'-biphenyl]-3-yl)methyl)-7-((difluoromethyl)sulfonamido)-N-((1-fluorocyclopropyl)methyl)-5-azaspiro[2.4]heptane-5-carboxamide